ClC=1C=C2[C@H]([C@@H]([C@H](NC2=C(C1)Cl)C1CCCC1)C)NC(OCC1=CC=CC=C1)=O benzyl ((2R,3R,4S)-6,8-dichloro-2-cyclopentyl-3-methyl-1,2,3,4-tetrahydroquinolin-4-yl)carbamate